bis(pentafluoroethanesulfonyl)imide [N-](S(=O)(=O)C(F)(F)C(F)(F)F)S(=O)(=O)C(F)(F)C(F)(F)F